(3R)-1-(2-((3-azabicyclo[3.1.0]hexan-1-yl)methoxy)-7-(8-ethyl-7-fluoro-3-hydroxynaphthalen-1-yl)-8-fluoropyrido[4,3-d]pyrimidin-4-yl)-3-methylpiperidin-3-ol C12(CNCC2C1)COC=1N=C(C2=C(N1)C(=C(N=C2)C2=CC(=CC1=CC=C(C(=C21)CC)F)O)F)N2C[C@@](CCC2)(O)C